4-phenylmethylene-5-oxo-1-(pyridin-4-yl)-4,5-dihydro-1H-imidazol C1(=CC=CC=C1)C=C1N=CN(C1=O)C1=CC=NC=C1